OC(CC(=O)O)CCCCCCCC(CCC)O 3,11-dihydroxytetradecanoic acid